OC1=CC=C(C=C1)CC(=O)N(C1=CC=CC=C1)C1=CC=CC=C1 2-(4-hydroxyphenyl)-N,N-diphenylacetamide